3,6-dicyclohexylcarbonyl-acenaphthene C1(CCCCC1)C(=O)C1=C2CCC=3C=CC(=C(C=C1)C32)C(=O)C3CCCCC3